C(C)(C)NC(O[C@H]1C[C@H](CC1)C1=NNC(=C1)NC=1C2=C(N=CN1)N=CS2)=O |o1:6,8| rel-(1R,3S)-3-(5-(thiazolo[4,5-d]pyrimidin-7-ylamino)-1H-pyrazol-3-yl)cyclopentyl isopropylcarbamate